BrC1=C(C=C(NCC2=CC(=C(C(=C2)C)Br)C)C=C1C)C 4-bromo-N-(4-bromo-3,5-dimethylbenzyl)-3,5-dimethylaniline